CC=1N=C(SC1NC1=NC=C(C(=N1)NCCCN1CCOCCC1=O)C(F)(F)F)N1CCN(CC1)C 4-(3-((2-((4-methyl-2-(4-methylpiperazin-1-yl)thiazol-5-yl)amino)-5-(trifluoromethyl)pyrimidin-4-yl)amino)propyl)-1,4-oxazepan-5-one